[N+](=O)([O-])C1=C(C=CC=C1)N[C@@H](CC(C)C)C(=O)O |r| (2-nitrophenyl)-DL-leucine